FC=1C=CC2=C(N=S(C2)(C)=O)C1C=C 6-fluoro-2-methyl-7-vinyl-3H-2λ4-benzo[c]isothiazol-2-oxide